C(C)OC(=O)C1=NC(=NC(=C1N)C1=C(C(=CC=C1C)OC)C)C=1C(=NC=CC1)N 5-amino-2-(2-amino-3-pyridinyl)-6-(3-methoxy-2,6-dimethyl-phenyl)pyrimidine-4-carboxylic acid ethyl ester